CC1=C(C=2N(C=C1C=1NC3=CC=C(C=C3C1C(C)C)C1OCCN(C1)CC(=O)NC)N=CN2)C 2-(2-(2-(7,8-Dimethyl-[1,2,4]triazolo[1,5-a]pyridin-6-yl)-3-isopropyl-1H-indol-5-yl)morpholino)-N-methylacetamid